The molecule is a nucleotide-sugar oxoanion obtained by deprotonation of the diphosphate OH groups of 2'-phospho-cyclic ADP-ribose. It derives from a cyclic ADP-ribose(2-). It is a conjugate base of a 2'-phospho-cyclic ADP-ribose. C1[C@@H]2[C@H]([C@H]([C@@H](O2)N3C=NC4=C3N=C[N+](=C4N)[C@H]5[C@@H]([C@@H]([C@H](O5)COP(=O)(OP(=O)(O1)[O-])[O-])O)O)OP(=O)([O-])[O-])O